OC1=C(C=C(C=C1)OC)C(C=C)=O 1-(2-hydroxy-5-methoxyphenyl)prop-2-en-1-one